(E)-2-amino-5-(3-(cyclohexylamino)-3-oxoprop-1-en-1-yl)-4'-sulfamoyl-[1,1'-biphenyl]-3-carboxamide NC1=C(C=C(C=C1C(=O)N)\C=C\C(=O)NC1CCCCC1)C1=CC=C(C=C1)S(N)(=O)=O